CN([C@@H](C(C)C)C(=O)O)C(=O)C1=CN=C(O1)C1=CC(=CC=C1)C1=CC(=NN1)C(NC(CC)CC)=O.BrC1=NC(=CC=C1)N1CCC(CC1)(F)F 2-bromo-6-(4,4-difluoropiperidin-1-yl)pyridine methyl-(2-(3-(3-(pentan-3-ylcarbamoyl)-1H-pyrazol-5-yl)phenyl)oxazole-5-carbonyl)-L-valinate